Methyl ((R)-2-((tert-butoxycarbonyl)amino)-4-phenylbutanoyl)-L-glutaminate C(C)(C)(C)OC(=O)N[C@@H](C(=O)N[C@@H](CCC(N)=O)C(=O)OC)CCC1=CC=CC=C1